N-[1-(5-chloro-2-fluorophenyl)cyclobutyl]-N-{[(2S)-pyrrolidin-2-yl]methyl}carbamic acid methyl ester COC(N(C[C@H]1NCCC1)C1(CCC1)C1=C(C=CC(=C1)Cl)F)=O